FC(C(=O)O)(F)F.FC1=C(C=C(C=C1)NC(=O)C1CNCCC1)C N-(4-fluoro-3-methylphenyl)piperidine-3-carboxamide trifluoroacetate